N1N=CC2=CC(=CC=C12)NC1=NN(C2=CC=CC=C12)C1=CC=CC(=N1)NC(=O)C=1C=NN(C1)C N-(6-(3-((1H-indazol-5-yl)amino)-1H-indazol-1-yl)pyridin-2-yl)-1-methyl-1H-pyrazole-4-carboxamide